3-(5-(1-aminoisoquinolin-7-yl)-3-((2-(2-ethoxy-2-oxoethyl)phenoxy)methyl)-1H-indazol-1-yl)pyrrolidine-1-carboxylic acid tert-butyl ester C(C)(C)(C)OC(=O)N1CC(CC1)N1N=C(C2=CC(=CC=C12)C1=CC=C2C=CN=C(C2=C1)N)COC1=C(C=CC=C1)CC(=O)OCC